C(C)(C)(C)OC(=O)N[C@@H](CC(=O)OCC1=CC=CC=C1)C(=O)N[C@@H](C)CC(=O)NCC1=CC=CC2=CC=CC=C12 benzyl (S)-3-((tert-butoxycarbonyl)amino)-4-(((S)-4-((naphthalen-1-ylmethyl)amino)-4-oxobutan-2-yl)amino)-4-oxobutanoate